C(#N)C1=CN=C(N1)C(=O)NC=1C(=NC(=CC1)C1CC2CCC(C1)N2C(C)C)C2=CCC(CC2)(C)C 5-cyano-N-[2-(4,4-dimethylcyclohexen-1-yl)-6-(8-isopropyl-8-azabicyclo[3.2.1]octan-3-yl)-3-pyridyl]-1H-imidazole-2-carboxamide